OCCN1[C@@H]2[C@H](CC[C@H]1CC2)NC2=CC=C(N=N2)C2=C(C=C(C=C2C)C(F)(F)F)O 2-(6-(((1S,2S,5S)-8-(2-Hydroxyethyl)-8-azabicyclo[3.2.1]octan-2-yl)amino)pyridazin-3-yl)-3-methyl-5-(trifluoromethyl)phenol